C(C=1C(C(=O)[O-])=CC=CC1)(=O)[O-].[K+].[K+] Potassium phthalate